ClC=1C(=NC(=C(C#N)C1)NC1=C(C(=CC=C1)C#N)OC)C(C)C 5-chloro-2-((3-cyano-2-methoxyphenyl)amino)-6-isopropylnicotinonitrile